(3R)-3-(4-Chlorophenyl)-2-[(5-chloropyridin-2-yl)methyl]-6-[1-hydroxy-1-(1-methyl-1H-imidazol-5-yl)ethyl]-3-methoxy-2,3-dihydro-1H-isoindol-1-on ClC1=CC=C(C=C1)[C@@]1(N(C(C2=CC(=CC=C12)C(C)(C1=CN=CN1C)O)=O)CC1=NC=C(C=C1)Cl)OC